FC(C1=CC=C(C=C1)C1=NC2=C(N1)C=C(C(=C2)F)C2=C(C=NC=C2)C)F 2-(4-(difluoromethyl)phenyl)-5-fluoro-6-(3-methylpyridin-4-yl)-1H-benzo[d]Imidazole